ClC=1N=C(NC(C1)(C(=O)OCC)Cl)N1CCOCC1 ethyl 4,6-dichloro-2-morpholino-pyrimidine-6-carboxylate